4,5-dicyano-1,2,3-triazolide C(#N)[C-]1N=NN=C1C#N